2-(4-(4-(3-amino-6-(2-hydroxyphenyl)pyridazin-4-yl)phenyl)piperidin-1-yl)acetic acid hydrochloride Cl.NC=1N=NC(=CC1C1=CC=C(C=C1)C1CCN(CC1)CC(=O)O)C1=C(C=CC=C1)O